N([N+](=O)[O-])[N+](=O)[O-] Dinitramide